N1=NC=C(C=C1)C(=O)[O-] pyridazine-4-carboxylate